FC1(OC2=C(O1)C=CC(=C2)C(C)S(=O)C=2C=C(C=CC2)N2N=C(C=1CCCC(C21)OC2=CC=C(C(=O)O)C=C2)C(F)(F)F)F 4-[[1-[3-[1-(2,2-difluoro-1,3-benzodioxol-5-yl)ethylsulfinyl]phenyl]-3-(trifluoromethyl)-4,5,6,7-tetrahydroindazol-7-yl]oxy]benzoic acid